COC1=C(C=CC(=C1)C1=CSC2=C1N=C(N=C2)NC2=CC=C(C=C2)N2CCOCC2)O 2-methoxy-4-(2-(4-morpholinophenylamino)thieno[3,2-d]pyrimidin-7-yl)phenol